(S)-2'-mercapto-3,4,5',8'-tetrahydro-1H,6'H-spiro[naphthalene-2,7'-quinazolin]-4'-ol SC1=NC=2C[C@@]3(CCC2C(=N1)O)CC1=CC=CC=C1CC3